7-(piperidin-4-ylmethyl)-1,2,3,4-tetrahydro-1,8-naphthyridine N1CCC(CC1)CC1=CC=C2CCCNC2=N1